Acetic acid zinc salt dihydrate O.O.[Zn+2].C(C)(=O)[O-].C(C)(=O)[O-]